Di-n-propylphosphinate C(CC)P([O-])(=O)CCC